N1C=C(C=2C=NC=CC21)\C=C/2\C(N(C(O2)=O)C(C)C)=O (Z)-5-((1H-pyrrolo[3,2-c]pyridin-3-yl)methylene)-3-isopropyloxazolidine-2,4-dione